2,3-dimercaptohexane SC(C)C(CCC)S